rac-(5R,8R)-4-chloro-5-ethyl-8-fluoro-5,6,7,8-tetrahydroquinoline ClC1=CC=NC=2[C@@H](CC[C@H](C12)CC)F |r|